N,N-bis(2-methoxyethyl)-N,N-dimethyl-ammonium bicarbonate C([O-])(O)=O.COCC[N+](C)(C)CCOC